BrNC1=CC(=CC(=C1)C)F bromo-3-fluoro-5-methylaniline